CN(C)CCCN1N(N(CCC1)CCCN(C)C)CCCN(C)C N,N',N''-Tris-(dimethylaminopropyl)hexahydrotriazin